NC1=NC=NN2C1=C(C(=N2)C2=CC=C(C=C2)NC(C=C)=O)C2=CC(=C(C=C2)CC(NCC(F)(F)F)=O)OC N-(4-(4-amino-5-(3-methoxy-4-(2-oxo-2-((2,2,2-trifluoroethyl)amino)ethyl)phenyl)pyrazolo[5,1-f][1,2,4]triazin-6-yl)phenyl)acrylamide